Cl.N(C(=O)C)C1=CC=C(O)C=C1 paracetamol-hydrochloride